(2S,5S,8R,9S,10S,13S,14S)-10,13-dimethyl-17-(1-(phenylamino)ethyl)hexadecahydro-1H-cyclopenta[a]phenanthren-2-yl acetate C(C)(=O)O[C@@H]1C[C@@]2([C@H]3CC[C@@]4(C(CC[C@H]4[C@@H]3CC[C@H]2CC1)C(C)NC1=CC=CC=C1)C)C